FC1(CNCCC1C=1C=CC=C2C(=CN=CC12)N1C(NC(CC1)=O)=O)F 1-[8-(3,3-Difluoro-4-piperidinyl)-4-isoquinolinyl]hexahydropyrimidine-2,4-dione